O=C1NC(CCC1N1CC2=NC(=CC=C2C1=O)NC(OC(C)(C)C)=O)=O tert-butyl (6-(2,6-dioxopiperidin-3-yl)-5-oxo-6,7-dihydro-5H-pyrrolo[3,4-b]pyridin-2-yl)carbamate